6-methyl-2,6-diazaspiro[3.4]octane 2,2,2-trifluoroacetate FC(C(=O)O)(F)F.CN1CC2(CNC2)CC1